[S].BrC=1C=C(C=CC1)NC(C=C)=O N-(3-bromophenyl)prop-2-enamide sulfur